(9H-fluoren-9-yl)methyl ((2S)-1-(((2S)-1-((4-(28-hydroxy-27-oxo-2,5,8,11,14,17,20,23-octaoxa-26-azaoctacosan-28-yl)phenyl)amino)-1-oxopropan-2-yl)amino)-1-oxopropan-2-yl)carbamate OC(C(NCCOCCOCCOCCOCCOCCOCCOCCOC)=O)C1=CC=C(C=C1)NC([C@H](C)NC([C@H](C)NC(OCC1C2=CC=CC=C2C=2C=CC=CC12)=O)=O)=O